P-tetraphenylphosphonic acid C1(=CC=CC2=CC=C3C=C4C=CC=CC4=CC3=C12)P(O)(O)=O